1-[3-(difluoromethyl)-2-(fluoromethyl)phenyl]Ethanone FC(C=1C(=C(C=CC1)C(C)=O)CF)F